C12(CC3CC(CC(C1)C3)C2)NS(=O)(=O)C2=CC=C(CCNC(C3=CC(=CC=C3)OCC3CCCCC3)=O)C=C2 N-(4-(N-((3R,5R)-adamantan-1-yl)aminosulfonyl)phenethyl)-3-(cyclohexylmethoxy)benzamide